CC=1C(=C(C(=CC1)CO)O)CO methyl-2,6-bis(hydroxymethyl)phenol